BrC=1C=C(C=2N(C1)N=CC2C#N)N2CC(C2)NC(OC(C)(C)C)=O tert-butyl (1-(6-bromo-3-cyanopyrazolo[1,5-a]pyridin-4-yl)azetidin-3-yl)carbamate